FC(F)(F)[B-](F)(F)F.C(C)C=1NC=C[N+]1C ethyl-3-methylimidazolium trifluoromethyltrifluoroborate